O[C@@H]1C[C@H]2[C@@H]3CCC([C@@]3(C)CC[C@@H]2[C@]2(CC/C(/CC12)=C/CCC(=O)O)C)=O (Z)-4-(6β-hydroxy-17-ketoandrostan-3-ylidene)butanoic acid